F.C(C=C)NCC=C diallylamine hydrofluoric acid salt